fluoro-14-(1-methylpyrrolidin-3-yl)-6,7,13,14-tetrahydro-1,15-ethenopyrazolo[4,3-f][1,4,8,10]benzoxatriazacyclotridecin-4(5H)-one FC1=NN2C3=C1C(NCCOC1=C(CN(C(=N3)C=C2)C2CN(CC2)C)C=CC=C1)=O